FC1=C(C=CC(=C1)F)CCN 2,4-difluorophenylethylamine